ClC=1C=C2CCN(C2=CC1)CC=1C(=NC(=NC1)N)N 5-((5-chloroindolin-1-yl)methyl)pyrimidine-2,4-diamine